5-(2-((4-(trifluoromethyl)phenyl)amino)phenyl)-1,3,4-oxadiazol FC(C1=CC=C(C=C1)NC1=C(C=CC=C1)C1=NN=CO1)(F)F